7-bromo-2-chloro-8-fluoro-4-(piperidin-1-yl)quinazolinemaleic acid ammonia salt N.BrC1=CC=C2C(=NC(NC2=C1F)(/C(=C/C(=O)O)/C(=O)O)Cl)N1CCCCC1